4-(4-Chlorophenylthio)-2-(pyridin-2-yl)pyrimidine ClC1=CC=C(C=C1)SC1=NC(=NC=C1)C1=NC=CC=C1